C(CCCCC)C(C(=O)OCCCCCCCCN(CCOC(NCCCN(C)C)=O)CCCCCC(=O)OCC(CCCCCCCCCC)CCCCCCCC)CCCCCCCC 2-octyldodecyl 11-(8-((2-hexyldecanoyl) oxy) octyl)-2-methyl-7-oxo-8-oxa-2,6,11-triazaheptadecan-17-oate